C[Si](OC)(OC)C(C)(C)C methyl-t-butyl-dimethoxysilane